4-(aminomethyl)-6-(1-methyl-5-phenethyl-1H-pyrazol-4-yl)phthalazin-1(2H)-one NCC1=NNC(C2=CC=C(C=C12)C=1C=NN(C1CCC1=CC=CC=C1)C)=O